C(C(=O)C[C@@H](O)[C@H](O)[C@H](O)CO)(=O)[O-] 3-deoxy-arabinoheptulosonate